2,3-dichloropropionic acid ethyl ester C(C)OC(C(CCl)Cl)=O